(E)-2-chloro-6-fluoro-N-(2-methoxy-5-(4-(1-(4-oxopent-2-enoyl)piperidin-4-yl)quinazolin-6-yl)pyridin-3-yl)benzenesulfonamide ClC1=C(C(=CC=C1)F)S(=O)(=O)NC=1C(=NC=C(C1)C=1C=C2C(=NC=NC2=CC1)C1CCN(CC1)C(\C=C\C(C)=O)=O)OC